C(C)OP(OCC)(=O)\C(=C\C1=CN(C2=NC=CC=C21)CC2=CC(=CC(=C2)C(F)(F)F)C(F)(F)F)\C#N (E)-(2-(1-(3,5-bis(trifluoromethyl)benzyl)-1H-pyrrolo[2,3-b]pyridin-3-yl)-1-cyanovinyl)phosphonic acid diethyl ester